methyl 2-bromo-4-(4-[[2-(4-chlorophenyl)cyclohex-1-en-1-yl]methyl]piperazin-1-yl)benzoate BrC1=C(C(=O)OC)C=CC(=C1)N1CCN(CC1)CC1=C(CCCC1)C1=CC=C(C=C1)Cl